CC(CCC=O)C 4-methyl-1-pentanal